C(C)(C)NC(N)=O 3-sec-propyl-urea